C(C)OC1C(CC=2C=NN(C2C1)CC)N 6-ethoxy-1-ethyl-4,5,6,7-tetrahydro-1H-indazol-5-ylamine